FC=1C=C2C(C(=CN(C2=CC1)C(C)C)C1=C(C=CC(=C1)C)F)=O 6-fluoro-3-(2-fluoro-5-methylphenyl)-1-isopropylquinolin-4(1H)-one